2,6-dibromo-4-nitrochloroaniline BrC1=C(NCl)C(=CC(=C1)[N+](=O)[O-])Br